ClCC(=O)NC=1C=C(C(=NC1)C)NC(OC(C)(C)C)=O tert-butyl (5-(2-chloroacetamido)-2-methylpyridin-3-yl)carbamate